(4-methoxybenzyl)-N-(1-phenethylpiperidin-4-yl)-2-furoamide COC1=CC=C(CC2=C(OC=C2)C(=O)NC2CCN(CC2)CCC2=CC=CC=C2)C=C1